N-L-leucyl-glycine N-{2-{[2-(dimethylamino)ethyl](methyl)amino}-6-isopropyloxy-5-{[4-(1-methyl-5,6-difluoro-1H-indol-3-yl)pyrimidin-2-yl]amino}pyridin-3-yl}acrylamide methanesulfonate CS(=O)(=O)O.CN(CCN(C1=NC(=C(C=C1NC(C=C)=O)NC1=NC=CC(=N1)C1=CN(C2=CC(=C(C=C12)F)F)C)OC(C)C)C)C.N[C@@H](CC(C)C)C(=O)NCC(=O)O